5-((5-(2-((1R,2S)-2-aminocyclobutoxy)-6-fluorophenyl)-1H-pyrazol-3-yl)amino)pyrazine-2-carbonitrile N[C@@H]1[C@@H](CC1)OC1=C(C(=CC=C1)F)C1=CC(=NN1)NC=1N=CC(=NC1)C#N